3-(1,1-difluoroethyl)-4-methyl-1-((2-methylbicyclo[2.2.0]hexan-2-yl)methyl)-1H-pyrazole FC(C)(F)C1=NN(C=C1C)CC1(C2CCC2C1)C